1,4-bis(4-methyl-1H-imidazol-1-yl)butane CC=1N=CN(C1)CCCCN1C=NC(=C1)C